1-((2-(2,6-Dioxopiperidin-3-yl)-1-oxoisoindolin-5-yl)methyl)-3-(4-(((1s,3s)-3-(hydroxymethyl)cyclobutyl)methoxy)phenyl)urea O=C1NC(CCC1N1C(C2=CC=C(C=C2C1)CNC(=O)NC1=CC=C(C=C1)OCC1CC(C1)CO)=O)=O